1-methyl-9,10-bis(n-pentoxycarbonyl)anthracene CC1=CC=CC2=C(C3=CC=CC=C3C(=C12)C(=O)OCCCCC)C(=O)OCCCCC